3-((1-methyl-1H-pyrrolo[2,3-b]pyridine-4-carboxamido)Methyl)-4,5-dihydroisoxazole-5-carboxamide CN1C=CC2=C1N=CC=C2C(=O)NCC2=NOC(C2)C(=O)N